O[C@@H]1[C@H](OC2=CC(=CC(=C2C1=O)O)O)C1=C(C=CC=C1O)O (2R,3R)-3,5,7,2',6'-pentahydroxydihydroflavone